(+)-6-(4-chlorophenyl)-N-[(2S)-1-hydroxy-propan-2-yl]-3-oxo-2-(1,2-thiazol-4-yl)-2,3-dihydro-pyridazine-4-carboxamide ClC1=CC=C(C=C1)C=1C=C(C(N(N1)C=1C=NSC1)=O)C(=O)N[C@H](CO)C